ClC=1C2=C(N=C(N1)C)C=NC(=C2)C2CCCCC2 4-chloro-6-cyclohexyl-2-methylpyrido[3,4-d]Pyrimidine